C(#N)C1=NC=CC(=C1)C1=CC=CC(=N1)C(CNC(=O)C1=NOC(=C1)C1=C(C=C(C=C1)F)F)(C)C=1C=NN(C1)C N-[2-[6-(2-cyano-4-pyridyl)-2-pyridyl]-2-(1-methylpyrazol-4-yl)propyl]-5-(2,4-difluorophenyl)isoxazole-3-carboxamide